C1(=CC=CC=C1)N1C2=C(C=3C=C(C=CC13)Cl)CN(CC2)C(=O)OC(C)(C)C tert-butyl 5-phenyl-8-chloro-1,3,4,5-tetrahydro-2H-pyrido[4,3-b]indole-2-carboxylate